(Z)-5-((1H-pyrrolo[3,2-c]pyridin-3-yl)methylene)-3-isopropylimidazolidine-2,4-dione N1C=C(C=2C=NC=CC21)\C=C/2\C(N(C(N2)=O)C(C)C)=O